1-((R)-2-(3-((2-((3R,4S)-3-fluoro-4-methoxypiperidin-1-yl)pyrimidin-4-yl)amino)-5-isopropyl-8-(3-((methylsulfonyl)methyl)azetidin-1-yl)isoquinolin-6-yl)azepan-1-yl)prop-2-en-1-one F[C@@H]1CN(CC[C@@H]1OC)C1=NC=CC(=N1)NC=1N=CC2=C(C=C(C(=C2C1)C(C)C)[C@@H]1N(CCCCC1)C(C=C)=O)N1CC(C1)CS(=O)(=O)C